C1N(CC12CNC2)[C@@H]2[C@H](CCCC2)CC=2C=C1CN(C(C1=CC2)=O)C2C(NC(CC2)=O)=O 3-(5-(((1R,2S)-2-(2,6-diazaspiro[3.3]heptan-2-yl)cyclohexyl)methyl)-1-oxoisoindolin-2-yl)piperidine-2,6-dione